C(CCCCCCCCCCCCCCCCCCC)[SiH2]Cl eicosyl-chlorosilane